tert-butyl (S)-4-(5-(6-(1-(tert-butoxy)-2-ethoxy-2-oxoethyl)-7-(4-chlorophenyl)-5-methylbenzo[d]thiazol-2-yl)-1-(difluoromethyl)-1H-indazol-3-yl)piperidine-1-carboxylate C(C)(C)(C)O[C@H](C(=O)OCC)C1=C(C2=C(N=C(S2)C=2C=C3C(=NN(C3=CC2)C(F)F)C2CCN(CC2)C(=O)OC(C)(C)C)C=C1C)C1=CC=C(C=C1)Cl